(S)-6-(((1-(1-(tert-butyl)piperidin-4-yl)-1H-1,2,3-triazol-4-yl)(pyridin-3-yl)methyl)amino)-8-chloro-4-((5-chloropyridin-3-yl)amino)quinoline-3-carbonitrile C(C)(C)(C)N1CCC(CC1)N1N=NC(=C1)[C@H](C=1C=NC=CC1)NC=1C=C2C(=C(C=NC2=C(C1)Cl)C#N)NC=1C=NC=C(C1)Cl